COC([C@@H](CC1=CC=CC=C1)NC=1NC(/C(/N1)=C/C1=CC2=C(N=CS2)C=C1)=O)=O (2R)-2-[[(4Z)-4-(1,3-benzothiazol-6-ylmethylene)-5-oxo-1H-imidazol-2-yl]amino]-3-phenyl-propionic acid methyl ester